C1CCC(CC1)S(=O)(=O)C(=[N+]=[N-])S(=O)(=O)C1CCCCC1 Bis(p-cyclohexylsulfonyl)diazomethane